FC(C(C)(O)C=1N=CC=2N(C1)C(=CN2)C2=NC(=CN=C2)N[C@H]2CNCC[C@@H]2F)(F)F 1,1,1-trifluoro-2-(3-(6-(((3S,4S)-4-fluoropiperidin-3-yl)amino)pyrazin-2-yl)imidazo[1,2-a]pyrazin-6-yl)propan-2-ol